ClC1=C2C=CNC2=CC=C1Cl 4,5-dichloroindole